(-)-zinc lactate C(C(O)C)(=O)[O-].[Zn+2].C(C(O)C)(=O)[O-]